Tetrakis(2,6-dimethylphenyl)-m-phenylene bisphosphate P(=O)(OC1=C(C(=C(C(=C1C1=C(C=CC=C1C)C)C1=C(C=CC=C1C)C)C1=C(C=CC=C1C)C)OP(=O)([O-])[O-])C1=C(C=CC=C1C)C)([O-])[O-]